tert-butyl 3-(3-fluoro-4-(7-((3-(4-fluoropiperidin-1-yl)propyl)carbamoyl)-6-methoxybenzo[d]imidazo[2,1-b]thiazol-2-yl)phenyl)-3-hydroxypyrrolidine-1-carboxylate FC=1C=C(C=CC1C=1N=C2SC3=C(N2C1)C=C(C(=C3)C(NCCCN3CCC(CC3)F)=O)OC)C3(CN(CC3)C(=O)OC(C)(C)C)O